ammonium acryl-dimethyltaurate C(=O)(C=C)NC(C)(C)CS(=O)(=O)[O-].[NH4+]